(E)-3-(7-methoxy-1H-indol-3-yl)-N-[2-(2-phenylphenyl)ethyl]prop-2-enamide COC=1C=CC=C2C(=CNC12)/C=C/C(=O)NCCC1=C(C=CC=C1)C1=CC=CC=C1